4,4,5,5-tetramethyl-2-(spiro[fluorene-9,9'-xanthene]-4'-yl)-1,3,2-dioxaborolane CC1(OB(OC1(C)C)C1=CC=CC=2C3(C4=CC=CC=C4OC12)C1=CC=CC=C1C=1C=CC=CC13)C